1,2,3,4,5,6-hexaaminobenzene NC1=C(C(=C(C(=C1N)N)N)N)N